N1C(=NCC1)C=1C(=NC=CC1)OC 3-(4,5-dihydro-1H-imidazol-2-yl)-2-methoxypyridine